CSCCOC=1C=C(C=CC1OC)C(CN1C(=CC(C=C1C)=O)C)=O 1-(2-(3-methylthioethoxy-4-methoxyphenyl)-2-oxoethyl)-2,6-dimethylpyridin-4(1H)-one